tin nitrilotriacetate cobalt-tin [Sn+4].[Co+2].N(CC(=O)[O-])(CC(=O)[O-])CC(=O)[O-].[Sn+4]